2-(6-methyl-1,2,3,6-tetrahydropyridin-4-yl)-6-(2-methyl-2H-indazol-5-yl)benzo[d]thiazole hydrochloride Cl.CC1C=C(CCN1)C=1SC2=C(N1)C=CC(=C2)C2=CC1=CN(N=C1C=C2)C